dimethyl-pyridone CC1=C(C(NC=C1)=O)C